[O].C(C)SC1=C(C=CC=C1)C(C(=O)N)CC(C1=CNC2=CC=CC(=C12)C)C1=CNC2=CC=CC(=C12)C (2-(ethylsulfanyl)phenyl)-4,4-bis(4-methyl-1H-indol-3-yl)butyramide oxygen